(S)-4-(((2-(1-amino-5-(tert-butoxy)-1,5-dioxopentan-2-yl)-5-bromo-6-fluoro-1-oxoisoindolin-4-yl)oxy)methyl)-3,6-dihydropyridine-1(2H)-carboxylic acid benzyl ester C(C1=CC=CC=C1)OC(=O)N1CCC(=CC1)COC1=C2CN(C(C2=CC(=C1Br)F)=O)[C@H](C(=O)N)CCC(=O)OC(C)(C)C